SC=1NC(=CN1)CCNC(=N)N 1-[2-(2-sulfanyl-1H-imidazol-5-yl)ethyl]-guanidine